tert-butyl (R)-3-((R)-(3-fluorophenyl)(hydroxy)methyl)-1-methyl-2-azabicyclo[2.1.1]hexane-2-carboxylate FC=1C=C(C=CC1)[C@H]([C@@H]1N(C2(CC1C2)C)C(=O)OC(C)(C)C)O